allylhydroxy-methyl-phenyl-chlorobenzotriazole C(C=C)C1=C(C=CC=C1)C1=C(C2=C(NN=N2)C(=C1C)O)Cl